C1(CC1)C1=NN(C2=C1NC(C=C2)=O)C2OCCCC2 3-cyclopropyl-1-tetrahydropyran-2-yl-4H-pyrazolo[4,3-b]pyridin-5-one